8-Bromo-N-(propan-2-yl)-1-[trans-4-(trifluoromethyl)cyclohexyl]-5,6-dihydro-4H-[1,2,4]triazolo[4,3-a][1]benzazepin-5-amin BrC=1C=CC2=C(CC(CC=3N2C(=NN3)[C@@H]3CC[C@H](CC3)C(F)(F)F)NC(C)C)C1